BrC1=CN(C(C2=C1N=C(N=C2)NC2=CC=C1CCN(CC1=C2)C)=O)C2=C(C=CC=C2Cl)Cl 8-bromo-6-(2,6-dichlorophenyl)-2-[(2-methyl-3,4-dihydro-1H-isoquinolin-7-yl)amino]pyrido[4,3-d]pyrimidin-5-one